tert-butyl (2R,5S)-4-[7-bromo-2-[[(2S)-1,2-dimethylpyrrolidin-2-yl]methoxy]-8-fluoro-6-(trifluoromethyl)quinazolin-4-yl]-2,5-dimethyl-piperazine-1-carboxylate BrC1=C(C=C2C(=NC(=NC2=C1F)OC[C@]1(N(CCC1)C)C)N1C[C@H](N(C[C@@H]1C)C(=O)OC(C)(C)C)C)C(F)(F)F